COC1=CC=C(C=C1)CN/C(=C/C(=O)OCC)/C ethyl (2E)-3-[[(4-methoxyphenyl)methyl]amino]but-2-enoate